[Si](C)(C)(C(C)(C)C)O[C@H]1C[C@@H](OC1(CO)CO)N1C(NC(C(=C1)F)=O)=O 1-[(2R,4S)-4-[(tert-butyldimethylsilyl)oxy]-5,5-bis(hydroxy-methyl)oxolan-2-yl]-5-fluoro-3H-pyrimidine-2,4-dione